(S)-N-((R)-(3-chloro-2,4-difluorophenyl)(6-(difluoromethyl)pyridin-3-yl)methyl)-2-oxoimidazolidine-4-carboxamide ClC=1C(=C(C=CC1F)[C@H](NC(=O)[C@H]1NC(NC1)=O)C=1C=NC(=CC1)C(F)F)F